C1(CCCCC1)N1C=NC(=C1N1C(N=CC=C1)N)C1=CC=C(C=C1)Cl 1-(1-(Cyclohexyl)-4-(4-chlorophenyl)-1H-imidazol-5-yl)pyrimidin-2-amine